C(#N)C1=C(C(=O)NC2=NC=C(C=C2)C)C(=CC(=C1)[N+](=O)[O-])F 2-cyano-6-fluoro-N-(5-methylpyridin-2-yl)-4-nitrobenzamide